(2-(difluoromethoxy)pyridin-4-yl)(2H2)methylamine FC(OC1=NC=CC(=C1)C([2H])([2H])N)F